(R)-(8-methyl-isochroman-1-yl)methylamine CC=1C=CC=C2CCO[C@H](C12)CN